Br.C(#N)CC1(CN(C1)C1=CC(=C(C(=O)N[C@H](C(F)(F)F)C)C=C1F)F)N1N=CC(=C1)C=1C(=NNC1C)C 4-[3-(Cyanomethyl)-3-(3',5'-dimethyl-1H,1'H-4,4'-bipyrazol-1-yl)azetidin-1-yl]-2,5-difluoro-N-[(1S)-2,2,2-trifluoro-1-methylethyl]benzamide hydrobromic Acid Salt